diethyl (2-((4-butylphenyl)sulfonamido)-5-nitrophenyl)phosphonate C(CCC)C1=CC=C(C=C1)S(=O)(=O)NC1=C(C=C(C=C1)[N+](=O)[O-])P(OCC)(OCC)=O